C[NH+](CC#C)C dimethyl(prop-2-yn-1-yl)azanium